NCCC1C(C1)CO (2-(2-aminoethyl)cyclopropyl)-methanol